methyl 3-bromo-6-(bromomethyl)-2-methoxybenzoate BrC=1C(=C(C(=O)OC)C(=CC1)CBr)OC